COC1=CC=C(C=C1)C=1C=C2C=C(C(N(C2=NC1)CCN1CCOCC1)=O)C(=O)O 6-(4-methoxyphenyl)-1-(2-morpholinoethyl)-2-oxo-1,8-naphthyridine-3-carboxylic acid